(S)-5-cyclopropyl-5-(3-oxo-3-(1,3,4,9-tetrahydro-2H-pyrido[3,4-b]indol-2-yl)propyl)imidazolidine-2,4-dione C1(CC1)[C@]1(C(NC(N1)=O)=O)CCC(N1CC=2NC3=CC=CC=C3C2CC1)=O